O=C1NC(CCC1N1C(C2=CC=CC(=C2C1=O)NCCCCCC(=O)N1CCN(CC1)C=1C(=CC2=C(C(C=3NC4=CC(=CC=C4C3C2=O)C#N)(C)C)C1)CC)=O)=O 8-(4-(6-((2-(2,6-dioxopiperidin-3-yl)-1,3-dioxoisoindolin-4-yl)amino)hexanoyl)piperazin-1-yl)-9-ethyl-6,6-dimethyl-11-oxo-6,11-dihydro-5H-benzo[b]carbazole-3-carbonitrile